ClC=1C(=C(C=CC1)NCC(=O)N1[C@H]2CC([C@@H]([C@@H]1C(=O)N[C@@H](C[C@@H]1C(NCC1)=O)\C=C(\S(=O)(=O)C)/F)CC2)(F)F)C (1R,3R,4R)-2-((3-chloro-2-methylphenyl)glycyl)-5,5-difluoro-N-((S,E)-4-fluoro-4-(methylsulfonyl)-1-((R)-2-oxopyrrolidin-3-yl)but-3-en-2-yl)-2-azabicyclo[2.2.2]octane-3-carboxamide